(S)-3-isopropyl-4-((3-oxo-7-(trifluoromethyl)isoindolin-5-yl)methyl)piperazine-1-carboxylic acid tert-butyl ester C(C)(C)(C)OC(=O)N1C[C@@H](N(CC1)CC=1C=C2C(NCC2=C(C1)C(F)(F)F)=O)C(C)C